CN1C2=C(C=C(C=C2)C(=O)N(CCC(=O)O)C3=CC=CC=N3)N=C1CNC4=CC=C(C=C4)C(=N)N The molecule is an aromatic amide obtained by formal condensation of the carboxy group of 2-{[(4-carbamimidoylphenyl)amino]methyl}-1-methyl-1H-benzimidazole-5-carboxylic acid with the secondary amoino group of N-pyridin-2-yl-beta-alanine. The active metabolite of the prodrug dabigatran etexilate, it acts as an anticoagulant which is used for the prevention of stroke and systemic embolism. It has a role as an anticoagulant, an EC 3.4.21.5 (thrombin) inhibitor and an EC 1.10.99.2 [ribosyldihydronicotinamide dehydrogenase (quinone)] inhibitor. It is an aromatic amide, a member of benzimidazoles, a carboxamidine, a member of pyridines and a beta-alanine derivative.